(3S,4S)-4-{(1S)-1-[5-fluoro-7-(hydrazinocarbonyl)-4-oxo-3,4-dihydroquinolin-1(2H)-yl]ethyl}-3-methylpiperidine-1-carboxylic acid tert-butyl ester C(C)(C)(C)OC(=O)N1C[C@H]([C@H](CC1)[C@H](C)N1CCC(C2=C(C=C(C=C12)C(=O)NN)F)=O)C